C(C)(=O)OC1=C(C=C2C=C(C3(C2=C1)CCC(CC3)(C(=O)OC)N(C(C(F)(F)F)=O)C3=CC(=CC=C3)Cl)Br)F methyl (1s,4s)-6'-(acetyloxy)-2'-bromo-4-[(3-chlorophenyl)(trifluoroacetyl)amino]-5'-fluorospiro[cyclohexane-1,1'-indene]-4-carboxylate